4-[[1-(4-tert-Butoxycarbonylphenyl)-4-piperidinyl]methyl]piperazine-1-carboxylic acid benzyl ester C(C1=CC=CC=C1)OC(=O)N1CCN(CC1)CC1CCN(CC1)C1=CC=C(C=C1)C(=O)OC(C)(C)C